ClC=1C=C2C(=CC1)NC(C21CCN(CC1)CCOC1=CC(=C(C(=O)N)C=C1)F)=O 4-(2-{5-chloro-2-oxo-1,2-dihydrospiro[indole-3,4'-piperidin]-1'-yl}ethoxy)-2-fluorobenzamide